FC1=CC2=C(N=C(O2)N2CC3=CC=C(C(=C3CC2)OCC2=CC=C(C=C2)F)OC)C=C1 (S)-2-(6-fluorobenzo[d]oxazol-2-yl)-5-((4-fluorobenzyl)oxy)-6-methoxy-1,2,3,4-tetrahydroisoquinoline